COC1=C(C=C(CNC(C(=O)NC2=CNC3=C2C=NC=C3)=O)C=C1)C(F)(F)F N1-(4-methoxy-3-(trifluoromethyl)-benzyl)-N2-(1H-pyrrolo[3,2-c]pyridin-3-yl)oxalamide